C[C@H]1[C@@H]([C@H]([C@H]([C@@H](O1)O)OC(=O)C)O[C@H]2[C@@H]([C@@H]([C@H]([C@@H](O2)C)O)O)O[C@H]3[C@@H]([C@@H]([C@H]([C@@H](O3)C)O)O[C@@H]4[C@@H]([C@H]([C@@H]([C@H](O4)CO)O)O)O)O)O The molecule is a linear tetrasaccharide derivative consisting of an alpha-D-glucosyl residue, two alpha-L-rhamnosyl residues and a 2-O-acetyl-alpha-L-rhamnose at the reducing end.